ClC1=NC=C(C(=C1)C1=C(C=NC(=C1)C)C(=O)NC=1SC2=C(N1)CN(C2)C(=O)C2CC(C2)(C)O)OC 2'-chloro-N-(5-(3-hydroxy-3-methylcyclobutane-1-carbonyl)-5,6-dihydro-4H-pyrrolo[3,4-d]thiazol-2-yl)-5'-methoxy-6-methyl-[4,4'-bipyridine]-3-carboxamide